O=C1NCCCC1C(=O)O 2-oxo-3-piperidinecarboxylic acid